bis-1H-benzimidazole trihydrochloride Cl.Cl.Cl.N1C=NC2=C1C=CC=C2.N2C=NC1=C2C=CC=C1